5-(1-(1-((2-chloro-4-(trifluoromethyl)phenyl)carbamoyl)cyclobutyl)-1H-pyrazol-4-yl)hexaHydropyrrolo[3,4-c]pyrrole ClC1=C(C=CC(=C1)C(F)(F)F)NC(=O)C1(CCC1)N1N=CC(=C1)N1CC2C(C1)CNC2